C1(C=CC(N1C(C(=O)N)(C)N1C(C=CC1=O)=O)=O)=O bismaleimidylpropionamide